C1(=CC=CC=C1)C(=O)C(O)C1=CC=CC=C1 benzoine